OC=1C=C(C=CC1I)C(C)=O 1-(3-hydroxy-4-iodophenyl)ethanone